C1(OC(C(F)(F)O1)(F)F)=O 1,1,2,2-tetrafluoroethylene carbonate